COCC=1N(C=C(N1)C(=O)O)C1=CC=CC=C1 2-(methoxymethyl)-1-phenyl-1H-imidazole-4-carboxylic acid